[C@@H]12N(C[C@@H](CC1)C2)CC(=O)NC2=CC(=C(C(=C2)C)C=2C=C1C(=CN2)NN=C1C=1C=NN(C1)C)F ((1R,4S)-2-azabicyclo[2.2.1]hept-2-yl)-N-(3-fluoro-5-methyl-4-(3-(1-methyl-1H-pyrazol-4-yl)-1H-pyrazolo[3,4-c]pyridin-5-yl)phenyl)acetamide